1-(1-(1-((1H-1,2,4-triazol-3-yl)methoxy)-6,7-difluoroisoquinolin-4-yl)ethyl)-3-(3-chloro-4-fluorophenyl)-1-methylurea N1N=C(N=C1)COC1=NC=C(C2=CC(=C(C=C12)F)F)C(C)N(C(=O)NC1=CC(=C(C=C1)F)Cl)C